tert-Butyl (E)-3-(4-chloro-3,5-difluorophenyl)acrylate ClC1=C(C=C(C=C1F)/C=C/C(=O)OC(C)(C)C)F